C1(=CC=CC=C1)C1COCCC1NC1=NC(=NC=C1N)N M-PHENYL-N4-TETRAHYDROPYRAN-4-YL-PYRIMIDINE-2,4,5-TRIAMINE